1-N'-[3,5-difluoro-4-[6-methoxy-7-(3-morpholin-4-ylpropoxy)pyrido[3,2-d]pyrimidin-4-yl]oxyphenyl]-1-N-(4-fluorophenyl)cyclopropane-1,1-dicarboxamide FC=1C=C(C=C(C1OC=1C2=C(N=CN1)C=C(C(=N2)OC)OCCCN2CCOCC2)F)NC(=O)C2(CC2)C(=O)NC2=CC=C(C=C2)F